[2-[1-(cyclopropylmethyl)-6-phenoxypyrrolo[2,3-b]pyridin-2-yl]-5-methoxy-3-methylimidazo[1,2-a]pyridin-7-yl]methanone C1(CC1)CN1C(=CC=2C1=NC(=CC2)OC2=CC=CC=C2)C=2N=C1N(C(=CC(=C1)C=O)OC)C2C